CC=1C=C(C=NC1N1CC=2C=C(C=NC2CC1)C(F)(F)F)C#N 5-methyl-6-[3-(trifluoromethyl)-7,8-dihydro-5H-1,6-naphthyridin-6-yl]pyridine-3-carbonitrile